FC1(CCN(CC1)C=1C2=C(N=C(N1)N(CCOC)CCOC)C(=NC(=N2)N(CCOC)CCOC)N2CCC(CC2)OC)F 4-(4,4-difluoropiperidin-1-yl)-N2,N2,N6,N6-tetrakis(2-methoxyethyl)-8-(4-methoxypiperidin-1-yl)pyrimido[5,4-d]pyrimidine-2,6-diamine